FC(C1=CC=2C=C3N(CCNC3=O)C2N=C1)(F)F 3-(Trifluoromethyl)-8,9-dihydropyrido[3',2':4,5]pyrrolo[1,2-a]pyrazine-6(7H)-one